N-(4-((6-aminospiro[3.3]heptan-2-yl)carbamoyl)-3-chlorophenyl)-5-(1-cyclopropyl-3-(trifluoromethyl)-1H-pyrazol-4-yl)-1-methyl-1H-imidazole-2-carboxamide hydrochloride Cl.NC1CC2(CC(C2)NC(=O)C2=C(C=C(C=C2)NC(=O)C=2N(C(=CN2)C=2C(=NN(C2)C2CC2)C(F)(F)F)C)Cl)C1